(1-methyl-2-oxo-8-(7-oxa-2-azaspiro[3.5]nonan-2-yl)-2,3,4,5-tetrahydro-1H-benzo[b]azepin-3-yl)-4-phenoxypyridine-2-carboxamide CN1C2=C(CCC(C1=O)C=1C(=NC=CC1OC1=CC=CC=C1)C(=O)N)C=CC(=C2)N2CC1(C2)CCOCC1